C(C)(C)(C)O[C@H](C(=O)O)C1=C(C2=C(N=C(S2)C=2C=C3C(=NC2)N(N=C3N3CCN(CC3)C(C)C)C)C=C1C)C1=CC=C(C=C1)Cl (S)-2-(tert-butoxy)-2-(7-(4-chlorophenyl)-2-(3-(4-isopropylpiperazin-1-yl)-1-methyl-1H-pyrazolo[3,4-b]pyridin-5-yl)-5-methylbenzo[d]thiazol-6-yl)acetic acid